N-(1-(tert-butyl)-1H-pyrazol-4-yl)-2-(3-fluoro-5-((6-(4,4,5,5-tetramethyl-1,3,2-dioxaborolan-2-yl)quinazolin-4-yl)oxy)pyridin-2-yl)acetamide C(C)(C)(C)N1N=CC(=C1)NC(CC1=NC=C(C=C1F)OC1=NC=NC2=CC=C(C=C12)B1OC(C(O1)(C)C)(C)C)=O